N6-Acetyl-β-lysine C(C)(=O)NCCCC(N)CC(=O)O